COC=1C=C2C=3C=CC=C(C3NC2=CC1)B1OC(C(O1)(C)C)(C)C 6-methoxy-1-(4,4,5,5-tetramethyl-1,3,2-dioxaborolan-2-yl)-9H-carbazole